FC1(C(O)O[C@@H]([C@]1(O)C(C1=CC=CC=C1)=O)C(O)C(C1=CC=CC=C1)=O)F 2-deoxy-2,2-difluoro-3,5-dibenzoyl-D-ribofuranose